COC1=C(C=C(C=C1)OC(F)(F)F)NC(OCC(Cl)(Cl)Cl)=O 2,2,2-trichloroethyl (2-methoxy-5-(trifluoromethoxy)phenyl)carbamate